8-methyl-6-(1-methylpiperidin-4-yl)pyrido[2,3-d]pyrimidin-7(8H)-one CN1C(C(=CC2=C1N=CN=C2)C2CCN(CC2)C)=O